5-[4-[6,7-dimethyl-4-[3-(trifluoromethyl)-1-bicyclo[1.1.1]pentanyl]pteridin-2-yl]-3,6-dihydro-2H-pyran-6-yl]-2-methoxy-thiazole CC=1N=C2C(=NC(=NC2=NC1C)C=1CCOC(C1)C1=CN=C(S1)OC)C12CC(C1)(C2)C(F)(F)F